1-Oxo-1-[(propan-2-yl)amino]propan-2-yl (2S)-2-amino-3-(3-{3-[4-(dimethylamino)phenoxy]-3-(4-fluorophenyl)azetidin-1-sulfonyl}phenyl)propanoate monohydrochloride Cl.N[C@H](C(=O)OC(C(NC(C)C)=O)C)CC1=CC(=CC=C1)S(=O)(=O)N1CC(C1)(C1=CC=C(C=C1)F)OC1=CC=C(C=C1)N(C)C